7-chloro-4-(1-(4-chlorobenzoyl)piperidin-4-yl)-1-methyl-1,4-dihydropyrido[2,3-b]pyrazine-2,3-dione ClC1=CC2=C(N(C(C(N2C)=O)=O)C2CCN(CC2)C(C2=CC=C(C=C2)Cl)=O)N=C1